OC(CC(=O)O)CC(C)=O 3-hydroxy-5-oxohexanoic acid